5-CHLORO-2-FLUORONICOTINALDEHYDE ClC=1C=NC(=C(C=O)C1)F